ClC=1C(=C(C=C2C=C(N=CC12)NC(=O)[C@H]1[C@@H](C1)C#N)C=1C=NC=CC1C)I |r| (±)-trans-N-[8-chloro-7-iodo-6-(4-methyl-3-pyridyl)-3-isoquinolyl]-2-cyano-cyclopropanecarboxamide